1-(4-(3-((2R,4S)-2-(2,5-Difluorophenyl)-4-fluoropyrrolidin-1-yl)-1H-pyrazolo[3,4-b]pyridin-5-yl)-1H-pyrazol-1-yl)-2-methylpropan-2-ol FC1=C(C=C(C=C1)F)[C@@H]1N(C[C@H](C1)F)C1=NNC2=NC=C(C=C21)C=2C=NN(C2)CC(C)(O)C